CC=1NN=C2C(CCCC12)C 3,7-Dimethyl-4,5,6,7-tetrahydro-2H-indazole